3-amino-1-((1R,2S)-2-fluorocyclopropyl)pyridin-2(1H)-one hydrochloride Cl.NC=1C(N(C=CC1)[C@H]1[C@H](C1)F)=O